4-(3-chlorobenzoyl)-1H-pyrrole-2-carboxylic acid ClC=1C=C(C(=O)C=2C=C(NC2)C(=O)O)C=CC1